methyl 2-((1-acetylpiperidin-4-yl)amino)-3-fluoroisonicotinate C(C)(=O)N1CCC(CC1)NC=1C(=C(C(=O)OC)C=CN1)F